CC(C(=O)OCC)C(C(CC)C)=O ethyl 2,4-dimethyl-3-oxohexanoate